methyl 2-(2-chloro-phenyl)-propionate ClC1=C(C=CC=C1)C(C(=O)OC)C